N1(C=NC=C1)C12CCC(CC1)(CC2)CN2N=C(C=1CN(CCC12)C1=C2C(=NC(=C1)C)N(N=C2)C)C 1-((4-(1H-imidazol-1-yl)bicyclo[2.2.2]octan-1-yl)methyl)-5-(1,6-dimethyl-1H-pyrazolo[3,4-b]pyridin-4-yl)-3-methyl-4,5,6,7-tetrahydro-1H-pyrazolo[4,3-c]pyridine